C(C1=CC=CC=C1)C1C(NC(C(N1)=O)CC=1N=CNC1)=O 3-Benzyl-6-(4-imidazolyl)methyl-2,5-diketopiperazin